3-{4-methoxy-3-[2-(morpholin-4-yl)ethoxy]phenyl}-1-phenyl-1H-pyrazolo[4,3-c]quinoline COC1=C(C=C(C=C1)C1=NN(C2=C1C=NC=1C=CC=CC21)C2=CC=CC=C2)OCCN2CCOCC2